CN[C@@H](CC(C)C)C(=O)O (N-methyl)leucine